(4-((4-(benzylthio)-2,6-difluorobenzyl)amino)-7-methoxyquinolin-3-yl)glycine methyl-3-(hydroxymethyl)-2-((4-methoxybenzyl)amino)quinoline-6-carboxylate CC1=C(C(=NC2=CC=C(C=C12)C(=O)O)NCC1=CC=C(C=C1)OC)CO.C(C1=CC=CC=C1)SC1=CC(=C(CNC2=C(C=NC3=CC(=CC=C23)OC)NCC(=O)O)C(=C1)F)F